ethyl 5-chloro-2-methyl-2H-pyrazolo[4,3-b]pyridine-7-carboxylate ClC=1C=C(C=2C(N1)=CN(N2)C)C(=O)OCC